OC1=C(C(=CC(=C1S(=O)(=O)N)CCCCC)O)C1C(CCC(=C1)C)C(=C)C 2,6-dihydroxy-5'-methyl-4-pentyl-2'-(prop-1-en-2-yl)-1',2',3',4'-tetrahydro-[1,1'-biphenyl]-3-sulfonamide